vinyl carbamate (Vinyl Carbamate) C(=C)NC(O)=O.C(N)(OC=C)=O